N1C=CC2=C1NCC2=O 1H-pyrrolo[2,3-b]pyrrolidone